FC(C1=CC=CC(=N1)NC(C(=O)N)=O)(F)F N2-(6-(trifluoromethyl)pyridin-2-yl)oxalamide